N-(6-((5-bromo-2-((5-ethyl-2-methoxy-4-(4-(piperazin-1-yl)piperidin-1-yl)phenyl)amino)pyrimidin-4-yl)amino)quinoxalin-5-yl)-N-methylmethanesulfonamide BrC=1C(=NC(=NC1)NC1=C(C=C(C(=C1)CC)N1CCC(CC1)N1CCNCC1)OC)NC=1C(=C2N=CC=NC2=CC1)N(S(=O)(=O)C)C